CC1=C(C=C(C=C1)C(=O)NC2=C3C(=CC(=CC3=C(C=C2)S(=O)(=O)O)S(=O)(=O)O)S(=O)(=O)O)NC(=O)C4=CC(=CC=C4)NC(=O)NC5=CC=CC(=C5)C(=O)NC6=C(C=CC(=C6)C(=O)NC7=C8C(=CC(=CC8=C(C=C7)S(=O)(=O)O)S(=O)(=O)O)S(=O)(=O)O)C The molecule is a member of the class of phenylureas that is urea in which each of the amino groups has been substituted by a 3-({2-methyl-5-[(4,6,8-trisulfo-1-naphthyl)carbamoyl]phenyl}carbamoyl)phenyl group. An activator of both the rabbit skeletal muscle RyR1 and sheep cardiac RyR2 isoform ryanodine receptor channels, it has been used for the treatment of human African trypanosomiasis for over 100 years. It has a role as a ryanodine receptor agonist, a GABA-gated chloride channel antagonist, a GABA antagonist, an apoptosis inhibitor, an antineoplastic agent, an angiogenesis inhibitor, a purinergic receptor P2 antagonist, an EC 2.7.11.13 (protein kinase C) inhibitor, an antinematodal drug and a trypanocidal drug. It is a member of phenylureas, a secondary carboxamide and a naphthalenesulfonic acid. It derives from a naphthalene-1,3,5-trisulfonic acid.